S1C2=C(C=C1C1C(C(OC1C1=CC=C(C=C1)C(F)(F)F)=O)=C)C=CC=C2 4-(benzo[b]thiophen-2-yl)-3-methylene-5-(4-(trifluoromethyl)phenyl)dihydrofuran-2(3H)-one